C(C)(C)(C)OC(=O)N[C@@H](CC(=O)O)CC1=C(C=C(C(=C1)F)F)F (3R)-3-tert-Butoxycarbonylamino-4-(2,4,5-trifluorophenyl)-butyric acid